3-(3-pyridinyl)-alanine N1=CC(=CC=C1)C[C@H](N)C(=O)O